6'-(4-fluorobenzyl)spiro[cyclopropane-1,3'-pyrrolo[3,2-b]pyridin]-2'(1'H)-one FC1=CC=C(CC=2C=C3C(=NC2)C2(C(N3)=O)CC2)C=C1